(2S,4S)-4-Fluoro-1-(toluene-4-sulfonyl)-pyrrolidine-2-carboxylic acid (4-chloro-benzyl)-(4,4-difluoro-cyclohexyl)-amide ClC1=CC=C(CN(C(=O)[C@H]2N(C[C@H](C2)F)S(=O)(=O)C2=CC=C(C)C=C2)C2CCC(CC2)(F)F)C=C1